C1(CC1)C=1N=CN(C1)C=1C=C(C=NC1)N 5-(4-cyclopropyl-1H-imidazol-1-yl)pyridin-3-amine